methyl (Z)-2-(5-cyclohexyl-2-methylphenoxy)-3-methoxyprop-2-enoate C1(CCCCC1)C=1C=CC(=C(O\C(\C(=O)OC)=C/OC)C1)C